methylenebis(oxy)bis(2-methyl-1,4-phenylene)bismaleimide C(OC1=C(C=C(C=C1)C=1C(=O)NC(C1)=O)C)OC1=C(C=C(C=C1)C=1C(=O)NC(C1)=O)C